FC1(C(N(C2=CC=CC=C12)C)=O)C=1C(N(C2=CC=CC=C2N1)CC#C)=O 3-(3-fluoro-1-methyl-2-oxoindol-3-yl)-1-propargyl-quinoxalin-2(1H)-one